CN(C([C@H]([C@@H](C)C1=CC=CC=C1)NC1=CC=C(C=C1)C)=O)C (2S,3S)-N,N-Dimethyl-3-phenyl-2-(p-tolylamino)butanamide